CC1C(N(C2CC1C2)C(=O)C2=NC(=CC=C2N2N=CC=N2)C)CNC2=NC1=CC=CC=C1C=N2 trans-N-({4-methyl-2-[6-methyl-3-(2H-1,2,3-triazol-2-yl)pyridine-2-carbonyl]-2-azabicyclo[3.1.1]hept-3-yl}methyl)quinazolin-2-amine